genistein tricarbonate C(=O)(O)OC(=O)OC(=O)O.O1C=C(C(=O)C=2C(O)=CC(O)=CC12)C1=CC=C(O)C=C1